BrC1=CC=CC(=N1)C1=CN=C2N1C=C(C(=C2)OCC(F)F)C2CC2 3-(6-bromo-2-pyridyl)-6-cyclopropyl-7-(2,2-difluoroethoxy)imidazo[1,2-a]pyridine